(S)-N2-[1-(4-fluorophenyl)ethyl]-4-(2-methoxyethoxy)-N6-(pyrazin-2-yl)pyridine-2,6-diamine FC1=CC=C(C=C1)[C@H](C)NC1=NC(=CC(=C1)OCCOC)NC1=NC=CN=C1